CP(=O)(C)C=1C(=CC=C2C(=CNC12)C1=NC(=NC=C1C(F)(F)F)N[C@@H]1C[C@H](CCC1)O)C#N 7-(dimethylphosphoryl)-3-(2-(((1S,3S)-3-hydroxycyclohexyl)amino)-5-(trifluoromethyl)pyrimidin-4-yl)-1H-indole-6-carbonitrile